Cl.CN(C)CCCN=C=NCC N-(dimethylaminopropyl)-N'-ethylcarbodiimide hydrochloride